FC(C=1C=CC=C2CCC(NC12)=O)(F)F 8-(trifluoromethyl)-3,4-dihydro-1H-quinolin-2-one